(3S,4R)-4-[4-[3-Chloro-4-[1-(5-fluoro-2-pyridyl)-2-hydroxy-ethoxy]pyrazolo[1,5-a]pyridin-6-yl]-5-methyl-triazol-1-yl]piperidin-3-ol HCl Cl.ClC=1C=NN2C1C(=CC(=C2)C=2N=NN(C2C)[C@H]2[C@H](CNCC2)O)OC(CO)C2=NC=C(C=C2)F